ClC=1N=CC2=CC(=CC=C2C1)C=1C2=C(C(N(C1)C)=O)N(C=C2)S(=O)(=O)C2=CC=C(C)C=C2 4-(3-chloroisoquinolin-7-yl)-6-methyl-1-tosyl-1H-pyrrolo[2,3-c]pyridin-7(6H)-one